BrC1=C(N)C(=CC(=C1)OC)OC 2-bromo-4,6-dimethoxyaniline